Cl.N[C@H]1CC(C[C@H](C1)C(=O)O)(F)F cis-5-Amino-3,3-difluorocyclohexane-1-carboxylic acid hydrochloride